C1(CC1)CNC(=O)C1=NC(=CC=C1)N1CCN(CCC1)C1CCN(CC1)C1COCC1 N-(Cyclopropylmethyl)-6-{4-[1-(oxolan-3-yl)piperidin-4-yl]-1,4-diazepan-1-yl}pyridine-2-carboxamide